2-n-Butyl-Aniline monoisoundecyl-adipate C(CCCCCCCC(C)C)OC(CCCCC(=O)O)=O.C(CCC)C1=C(N)C=CC=C1